N-(2-oxo-2-(4-(5-(trifluoromethyl)-1,2,4-oxadiazol-3-yl)phenyl)ethyl)benzenesulfonamide O=C(CNS(=O)(=O)C1=CC=CC=C1)C1=CC=C(C=C1)C1=NOC(=N1)C(F)(F)F